CCCCCCC(CCCCCC)O 7-tridecanol